Tert-butyl 4-[2-({4-[7-(5-chloro-2-fluorophenyl)-1H,2H,3H-pyrido[3,4-b][1,4]oxazin-1-yl]pyridin-2-yl}carbamoyl)ethyl]-2-(2-methoxy-2-oxoethyl)piperazine-1-carboxylate ClC=1C=CC(=C(C1)C1=CC2=C(OCCN2C2=CC(=NC=C2)NC(=O)CCN2CC(N(CC2)C(=O)OC(C)(C)C)CC(=O)OC)C=N1)F